C(C1=CC=CC=C1)(=O)OCC(CCCC)C(C1=C(C=C(C=C1)N(CC)CC)O)=O benzoic acid, 2-[4-(diethylamino)-2-hydroxybenzoyl]-hexyl ester